1-(4-((4-(4-(3-(3-(((1-acetylpiperidin-4-yl)amino)methyl)-1-methyl-1H-pyrrolo[2,3-b]pyridin-6-yl)-2-chlorophenyl)-3-chloropyridin-2-yl)-2-methoxybenzyl)amino)piperidin-1-yl)ethan-1-one C(C)(=O)N1CCC(CC1)NCC1=CN(C2=NC(=CC=C21)C=2C(=C(C=CC2)C2=C(C(=NC=C2)C2=CC(=C(CNC1CCN(CC1)C(C)=O)C=C2)OC)Cl)Cl)C